ClC1=CC2=C(N(C(N=C2N2[C@H](CN(CC2)C(C=C)=O)C)=O)C=2C(=NC=CC2C)N(C)C)N=C1C1=C(C=CC=C1)F 6-chloro-1-(2-(dimethylamino)-4-methyl-3-pyridinyl)-7-(2-fluorophenyl)-4-((2S)-2-methyl-4-(2-propenoyl)-1-piperazinyl)pyrido[2,3-d]pyrimidin-2(1H)-one